ClC=1C(=CC2=C(N(C[C@H](N(S2(=O)=O)C)CC(C)C)C2=CC=CC=C2)C1)C=1C=C(C=CC1)S(=O)(=O)O (R)-3-(7-chloro-3-isobutyl-2-methyl-1,1-dioxido-5-phenyl-2,3,4,5-tetrahydrobenzo[f][1,2,5]thiadiazepin-8-yl)benzenesulfonic acid